COS(=O)(=O)[O-].C(C)[N+](CC)(CC)C ethylmethyldiethylammonium methylsulfate